(3R,4R)-3-hydroxy-4-((R)-5H-imidazo[5,1-a]isoindol-5-yl)piperidine-1-carboxylic acid tert-butyl ester C(C)(C)(C)OC(=O)N1C[C@@H]([C@H](CC1)[C@H]1N2C(C3=CC=CC=C13)=CN=C2)O